bicyclo[2.1.1]hexane-1-amine C12(CCC(C1)C2)N